(2S,3R,4R,5S)-2-(hydroxymethyl)-1-((4-(methoxymethyl)cyclohexyl)methyl)piperidine-3,4,5-triol OC[C@@H]1N(C[C@@H]([C@H]([C@@H]1O)O)O)CC1CCC(CC1)COC